[Si](C)(C)(C(C)(C)C)OCCC (R)-1-(tert-butyldimethylsilyloxy)propan